ClC1=C(C=CC=2C3=C(NC12)CCN(C3)C(=O)C=3NC(NN3)=O)Cl 5-(6,7-dichloro-2,3,4,5-tetrahydro-1H-pyrido[4,3-b]indole-2-carbonyl)-2,4-dihydro-3H-1,2,4-triazol-3-one